tert-Butyl 3-((4-(8-chloro-7-((2-methyl-1-((2-(trimethylsilyl)ethoxy)methyl)-1H-benzo[d]imidazol-6-yl)oxy)quinoxalin-2-yl)-1H-pyrazol-1-yl)methyl)azetidine-1-carboxylate ClC=1C(=CC=C2N=CC(=NC12)C=1C=NN(C1)CC1CN(C1)C(=O)OC(C)(C)C)OC=1C=CC2=C(N(C(=N2)C)COCC[Si](C)(C)C)C1